(3R,4R)-1-cyclopentyl-4-{[3-(2,4-difluoro-phenyl)-isoxazole-5-carbonyl]-amino}-piperidine-3-carboxylic acid ((R)-1-pyridin-2-yl-ethyl)-amide N1=C(C=CC=C1)[C@@H](C)NC(=O)[C@@H]1CN(CC[C@H]1NC(=O)C1=CC(=NO1)C1=C(C=C(C=C1)F)F)C1CCCC1